FCCC(C(=O)OC)NC1=C(C=C(C(=O)OC)C=C1)[N+](=O)[O-] methyl 4-((4-fluoro-1-methoxy-1-oxobutan-2-yl) amino)-3-nitrobenzoate